C(C1=CC=CC=C1)OC1=CC=CC(=N1)C(C(=O)O)CCC(=O)O (6-(benzyloxy)pyridin-2-yl)glutaric acid